C1(=CC=CC=C1)N[C@@H](CC1=CC=CC=C1)C(=O)NC1=CC=CC=C1 Nα-phenyl-N-phenyl-phenylalaninamide